(2R,3S)-2-(3-(5-chloro-7-(1-isobutyl-1H-pyrazol-4-yl)-1H-benzo[d]imidazol-1-yl)propyl)piperidin-3-ol dihydrochloride Cl.Cl.ClC1=CC2=C(N(C=N2)CCC[C@H]2NCCC[C@@H]2O)C(=C1)C=1C=NN(C1)CC(C)C